tert-butyl N-(2-methoxy-4-methylsulfonyl-phenyl)-N-prop-2-ynyl-carbamate COC1=C(C=CC(=C1)S(=O)(=O)C)N(C(OC(C)(C)C)=O)CC#C